FC(OC=1C=C(C=CC1)N1C(N(C2=C1C=CC(=C2)C(=O)O)C(C)C)=O)F (3-(difluoromethoxy)phenyl)-3-isopropyl-2-oxo-2,3-dihydro-1H-benzo[d]imidazole-5-carboxylic acid